((5-bromo-3-fluoropyridin-2-yl)methyl)carboxamide BrC=1C=C(C(=NC1)CC(=O)N)F